4-(4-(5-Bromo-3,3-dimethyl-1H,2H,3H-pyrrolo[3,2-b]pyridin-1-yl)-1,3,5-triazine-2-yl)-N1-(2-(dimethylamino)ethyl)-5-methoxy-N1-methyl-2-nitrobenzene-1,4-diamine BrC1=CC=C2C(=N1)C(CN2C2=NC(=NC=N2)C2(CC(=C(C=C2OC)N(C)CCN(C)C)[N+](=O)[O-])N)(C)C